1-(tert-butyl) 3-methyl 3-((6-((tert-butoxycarbonyl)amino)pyridazin-3-yl)methyl)-2-oxo-4-(trifluoromethyl)pyrrolidine-1,3-dicarboxylate C(C)(C)(C)OC(=O)NC1=CC=C(N=N1)CC1(C(N(CC1C(F)(F)F)C(=O)OC(C)(C)C)=O)C(=O)OC